ClC1=C(C=CC(=C1)Cl)C1=CC=C(C=N1)C1CN(C1)C(=O)N1C[C@@H]2[C@@H](OCCN2)CC1 (4aR,8aS)-6-(3-(6-(2,4-dichlorophenyl)pyridin-3-yl)azetidine-1-carbonyl)hexahydro-2H-pyrido[4,3-b][1,4]Oxazin